1-Ethyl 5-[(3S)-3-hydroxypyrrolidin-1-yl]pyrazolo[1,5-a]pyrimidine-3-carboxylate O[C@@H]1CN(CC1)C1=NC=2N(C=C1)N=CC2C(=O)OCC